tellurium oxide arsenic [As].[Te]=O